methyl N-[4-methyl-5-({4-[(2S)-2-{[8-(6-methylpyridin-2-yl)quinazolin-4-yl]amino}propyl]piperazin-1-yl}sulfonyl)-1,3-thiazol-2-yl]carbamate CC=1N=C(SC1S(=O)(=O)N1CCN(CC1)C[C@H](C)NC1=NC=NC2=C(C=CC=C12)C1=NC(=CC=C1)C)NC(OC)=O